5-fluoro-2-[(4-methylbenzyl)-oxy]pyrimidin-4-amine FC=1C(=NC(=NC1)OCC1=CC=C(C=C1)C)N